FC=1C=C(C=C(C1)F)C1=NC(=C2N1C=CC(=C2C)S(=O)(=O)C)F 3-(3,5-difluorophenyl)-1-fluoro-8-methyl-7-(methylsulfonyl)imidazo[1,5-a]pyridine